(1r,3r)-N-[5-(3-chlorophenyl)-1,2-oxazol-3-yl]-3-(cyanoamino)cyclobutane-1-carboxamide ClC=1C=C(C=CC1)C1=CC(=NO1)NC(=O)C1CC(C1)NC#N